C1(CC1)C=1C=C(C(=C(C1)O)C=1C=2N(C(=NN1)N[C@H]1CN(CCC1)C)C=CC2)F 5-cyclopropyl-3-fluoro-2-(4-{[(3R)-1-methylpiperidin-3-yl]amino}pyrrolo[1,2-d][1,2,4]triazin-1-yl)phenol